3,5-diamino-6-chloro-N-(N-(4-(4-(2-(((2S,3R)-2,3-dihydroxy-3-((4R,5R)-5-hydroxy-2-phenyl-1,3-dioxan-4-yl)propyl)(hexyl)amino)ethoxy)phenyl)butyl)carbamimidoyl)pyrazine-2-carboxamide NC=1C(=NC(=C(N1)N)Cl)C(=O)NC(NCCCCC1=CC=C(C=C1)OCCN(CCCCCC)C[C@@H]([C@H]([C@@H]1OC(OC[C@H]1O)C1=CC=CC=C1)O)O)=N